N-[(3R,4S)-4-fluoro-1-(1-fluorocyclobutanecarbonyl)pyrrolidin-3-yl]benzamide F[C@@H]1[C@@H](CN(C1)C(=O)C1(CCC1)F)NC(C1=CC=CC=C1)=O